Methyl 6-bromo-2-((1r,4r)-4-(hydroxymethyl)cyclohexyl)-1-methyl-1H-benzo[d]imidazole-5-carboxylate BrC=1C(=CC2=C(N(C(=N2)C2CCC(CC2)CO)C)C1)C(=O)OC